tert-butyl 2-(4-(cis-4,5-bis(4-chlorophenyl)-2-(2-isopropoxy-4-methoxyphenyl)-4,5-dihydro-1H-imidazole-1-carbonyl)-2-oxopiperazin-1-yl)acetate ClC1=CC=C(C=C1)[C@@H]1N=C(N([C@@H]1C1=CC=C(C=C1)Cl)C(=O)N1CC(N(CC1)CC(=O)OC(C)(C)C)=O)C1=C(C=C(C=C1)OC)OC(C)C